NC1=NC=NN2C1=C(C=C2C=2C=CC(=C(C(=O)N[C@@H]1CN(C[C@@H]1F)C(C1=CC(=C(C=C1)F)F)=O)C2)Cl)C(F)(F)F 5-[4-amino-5-(trifluoromethyl)pyrrolo[2,1-f][1,2,4]triazin-7-yl]-2-chloro-N-[(3R,4S)-1-(3,4-difluorobenzoyl)-4-fluoropyrrolidin-3-yl]benzamide